The molecule is an amino trisaccharide comprising an acetamido-beta-D-galactose and an alpha-L-fucose attached to an acetamidoglucose by 1->4 and 1->3 linkages, respectively. It has a role as an epitope. It is an amino trisaccharide and a glucosamine oligosaccharide. C[C@H]1[C@H]([C@H]([C@@H]([C@@H](O1)O[C@H]2[C@@H]([C@H](OC([C@@H]2NC(=O)C)O)CO)O[C@H]3[C@@H]([C@H]([C@H]([C@H](O3)CO)O)O)NC(=O)C)O)O)O